Cl.NC(=N)N guanidine-HCl salt